racemic-3-(3-chloro-4-fluorophenyl)-1-ethyl-1-(1-(1-methoxyisoquinolin-4-yl)ethyl)urea ClC=1C=C(C=CC1F)NC(N([C@H](C)C1=CN=C(C2=CC=CC=C12)OC)CC)=O |r|